FC=1C=C(O[C@@H]2C=3N(CCC2)N=C(N3)NC3[C@H]2CN(C[C@@H]3CC2)C2=NC=NC(=C2)C)C=C(C1)F (S)-8-(3,5-difluorophenoxy)-N-((1r,5S,8S)-3-(6-methylpyrimidin-4-yl)-3-azabicyclo[3.2.1]oct-8-yl)-5,6,7,8-tetrahydro-[1,2,4]triazolo[1,5-a]pyridin-2-amine